2-(pyridin-4-yl)-8-(2,2,2-trifluoroethyl)pyrido[3,4-d]pyrimidin-4-ol N1=CC=C(C=C1)C=1N=C(C2=C(N1)C(=NC=C2)CC(F)(F)F)O